[6-[(4-tert-butylisoxazol-3-yl)methyl]-2,6-diazaspiro[3.3]heptan-2-yl]-[6-[3-(trifluoromethyl)-1,2,4-triazol-1-yl]-2-azaspiro[3.3]heptan-2-yl]methanone C(C)(C)(C)C=1C(=NOC1)CN1CC2(CN(C2)C(=O)N2CC3(C2)CC(C3)N3N=C(N=C3)C(F)(F)F)C1